C(#N)C1=C(C=C(C(=C1)OCCCCl)OCCCCl)N=CN(C)C N'-[2-cyano-4,5-bis(3-chloropropyloxy)phenyl]-N,N-dimethylformamidine